(S)-N-[(1R)-1-(6-bromo-3-pyridyl)-2,2,2-trifluoro-ethyl]-N,2-dimethyl-propane-2-sulfinamide BrC1=CC=C(C=N1)[C@H](C(F)(F)F)N([S@@](=O)C(C)(C)C)C